(R)-benzyl 3-((tert-butoxycarbonyl)amino)-1-oxa-8-azaspiro[4.5]decane-8-carboxylate C(C)(C)(C)OC(=O)N[C@H]1COC2(C1)CCN(CC2)C(=O)OCC2=CC=CC=C2